(S)-3-(2-aminohexyl)phenol N[C@H](CC=1C=C(C=CC1)O)CCCC